C(C)(C)(C)OC(=O)N1CC(C1)O 1-(tert-butoxycarbonyl)-3-hydroxyazetidine